C(C)(C)(C)OC(=O)N(C(OC(C)(C)C)=O)C1=NC(=CC(=N1)N(C1=CC(=CC=C1)OC)C(=O)OC(C)(C)C)CN(C)CC1=CC=C(C=C1)OC tert-butyl (tert-butoxycarbonyl)(4-((tert-butoxycarbonyl)(3-methoxyphenyl)amino)-6-(((4-methoxybenzyl)(methyl)amino)methyl)pyrimidin-2-yl)carbamate